1-phenyl-3-methyl-3-pentanol C1(=CC=CC=C1)CCC(CC)(O)C